3-(([3-(3-tert-butylphenyl)-5-ethyl-4,5-dihydro-1,2-oxazol-5-yl]carbonyl)amino)-5-fluoro-4-oxopentanoic acid C(C)(C)(C)C=1C=C(C=CC1)C1=NOC(C1)(CC)C(=O)NC(CC(=O)O)C(CF)=O